tert-butyl (2S,4S)-4-(benzyloxycarbonylamino)-2-(hydroxymethyl)pyrrolidine-1-carboxylate C(C1=CC=CC=C1)OC(=O)N[C@H]1C[C@H](N(C1)C(=O)OC(C)(C)C)CO